ClCC(=O)NC1CCC2=CC=CC=C12 2-chloro-N-(2,3-dihydro-1H-inden-1-yl)acetamide